4-(4-(2-amino-[1,2,4]triazolo[1,5-a]pyridin-5-yl)benzyl)thiomorpholine-1,1-dioxide NC1=NN2C(C=CC=C2C2=CC=C(CN3CCS(CC3)(=O)=O)C=C2)=N1